N-[4-(4-bromophenyl)thiazol-2-yl]-2-chloro-N-cyclohexyl-acetamide BrC1=CC=C(C=C1)C=1N=C(SC1)N(C(CCl)=O)C1CCCCC1